(S)-N-[(S)-4-fluoro-2,3-dihydro-1H-inden-1-yl]-2-methylpropan-2-sulfinamide FC1=C2CC[C@@H](C2=CC=C1)N[S@@](=O)C(C)(C)C